(1S,5R)-3-[1-[1-(1-bicyclo[1.1.1]pentanyl)pyrazol-4-yl]-5-chloro-indazol-6-yl]-8-(2-methyl-3-pyridyl)-3-azabicyclo[3.2.1]octan-8-ol C12(CC(C1)C2)N2N=CC(=C2)N2N=CC1=CC(=C(C=C21)N2C[C@@H]1CC[C@H](C2)C1(O)C=1C(=NC=CC1)C)Cl